N-(3-chloro-5-(methylsulfonamido)phenyl)-1-(5-(6,6-difluoro-2-azaspiro[3.3]heptan-2-yl)pyrimidin-2-yl)-5-methyl-1H-pyrrole-3-carboxamide ClC=1C=C(C=C(C1)NS(=O)(=O)C)NC(=O)C1=CN(C(=C1)C)C1=NC=C(C=N1)N1CC2(C1)CC(C2)(F)F